FCCNC1=CC=2N(C=C1)C=C(N2)C=2C=C(C=CC2)O 3-(7-(2-fluoroethylamino)imidazo[1,2-a]pyridin-2-yl)phenol